C(C1=CC=CC=C1)N1N=CC(=C1)CN1CC2(CN(C2)C(=O)[C@@H]2C(C2)(C)C)[C@@H](C1)C(=O)N1C(OC[C@H]1C1=CC=CC=C1)=O (R)-3-((S)-6-((1-benzyl-1H-pyrazol-4-yl)methyl)-2-((S)-2,2-dimethylcyclopropane-1-carbonyl)-2,6-diazaspiro[3.4]octane-8-carbonyl)-4-phenyloxazolidin-2-one